ClC=1C=CC(=NC1)[C@H](C)OC1=NN=C(S1)NC(C1=CN=C(C=C1C1=C(C=CC=C1)OC)C)=O (S)-N-(5-(1-(5-chloropyridin-2-yl)ethoxy)-1,3,4-thiadiazol-2-yl)-4-(2-methoxyphenyl)-6-methylnicotinamide